ethyl (R,Z)-2-methyl-4-(2,2,3-trimethylcyclopent-3-en-1-yl)-2-pentenoate C/C(/C(=O)OCC)=C/[C@@H](C)C1C(C(=CC1)C)(C)C